FC=1C=C(C=C(C1[Si](C)(C)C)F)NC([C@@H](C1=CC=C(C=C1)COC)NC(C(CC(=O)O)(C)C)=O)=O 4-(((1R)-2-((3,5-difluoro-4-(trimethylsilyl)phenyl)amino)-1-(4-(methoxymethyl)phenyl)-2-oxoethyl)amino)-3,3-dimethyl-4-oxobutanoic acid